5-[(E)-Dec-1-enyl]benzene-1,3-diol C(=C\CCCCCCCC)/C=1C=C(C=C(C1)O)O